FC=1C=C(C=C(C1N(CCCC(=O)O)C)F)C1=C(C=CC=C1)N(C)C(C)C 4-{[3,5-difluoro-2'-(isopropyl-methyl-amino)-biphenyl-4-yl]-methyl-amino}-butyric acid